C1C(CCC2=CC=CC=C12)N 1,2,3,4-tetrahydronaphthalen-2-amine